C(C)C=1C(C(CCC1)(C)C)C(=O)OCC ethyl 2-ethyl-6,6-dimethylcyclohex-2-ene-1-carboxylate